O1CCCC2=CC(=CC=C12)C1=NC(=NC(=N1)C1=NC(=CC=C1)C(F)(F)F)NC1=CC(=NC=C1)C(F)(F)F 4-(chroman-6-yl)-6-(6-(trifluoromethyl)pyridin-2-yl)-N-(2-(trifluoromethyl)pyridin-4-yl)-1,3,5-triazin-2-amine